FC=1C=C(C=CC1)NC(=O)OCC1CCC(CC1)COCC(=O)OC(C)(C)C tert-Butyl 2-(((1r,4r)-4-((3-Fluorophenylcarbamoyloxy) methyl)cyclohexyl)methoxy)acetate